N-((R)-2-(difluoromethoxy)-1-(3-(difluoromethoxy)phenyl)ethyl)-3-hydroxy-3,4-dimethylpentanamide FC(OC[C@@H](C1=CC(=CC=C1)OC(F)F)NC(CC(C(C)C)(C)O)=O)F